1-(4-((3R,4R)-7-hydroxy-3-isopropylisochroman-4-yl)phenyl)piperidine-4-carbaldehyde OC1=CC=C2[C@H]([C@H](OCC2=C1)C(C)C)C1=CC=C(C=C1)N1CCC(CC1)C=O